BrC1=NN(C(C1)C(=O)OCC)C1=NC=CC=C1Cl ETHYL 3-BROMO-1-(3-CHLOROPYRIDIN-2-YL)-4,5-DIHYDRO-1H-PYRAZOLE-5-CARBOXYLATE